2-(1-(4,5,6,7-tetrahydro-1H-pyrazolo[4,3-c]pyridine-5-carbonyl)piperidin-4-ylidene)-2-(4-(trifluoromethoxy)phenyl)acetonitrile N1N=CC=2CN(CCC21)C(=O)N2CCC(CC2)=C(C#N)C2=CC=C(C=C2)OC(F)(F)F